CC1=C(C(=CC(=C1)N1CC2=C(N=C(N=C2)C(F)(F)F)CC1)C)NC(CC(C)(C)C)=O N-(2,6-Dimethyl-4-(2-(trifluoromethyl)-7,8-dihydropyrido[4,3-d]pyrimidin-6(5H)-yl)phenyl)-3,3-Dimethylbutanamide